C1(=CC=CC=2OC3=C(C21)C=CC=C3)C3=C(C=CC=C3)NC3=C(C=CC=C3)C3=CC=CC=C3 (dibenzofuranylphenyl)(biphenylyl)amine